C(C=C)(=O)OC1=C(C=C(C=C1)Cl)Cl 2,4-dichlorophenyl acrylate